(2Z)-but-2-ene-1,4-diyl bis(bromoacetate) BrCC(=O)OC\C=C/COC(CBr)=O